6-(1-(1-acetylpiperidin-4-yl)-1H-pyrazol-4-yl)-4-((2-cyanophenyl)thio)pyrazolo[1,5-a]pyridine-3-carbonitrile C(C)(=O)N1CCC(CC1)N1N=CC(=C1)C=1C=C(C=2N(C1)N=CC2C#N)SC2=C(C=CC=C2)C#N